4-Chloro-7-((3aS,4R,6aR)-6-(iodomethyl)-2,2-dimethyl-3a,6a-dihydro-4H-cyclopenta[d][1,3]dioxol-4-yl)-2-methyl-7H-pyrrolo[2,3-d]pyrimidine ClC=1C2=C(N=C(N1)C)N(C=C2)[C@@H]2C=C([C@H]1OC(O[C@H]12)(C)C)CI